4-(4-(benzhydryl-piperazin-1-yl)but-1-yn-1-yl)-3-(benzyloxy)picolinic acid methyl ester COC(C1=NC=CC(=C1OCC1=CC=CC=C1)C#CCCN1C(CNCC1)C(C1=CC=CC=C1)C1=CC=CC=C1)=O